tert-butyl 5-(3-bromopropyloxy)-4-fluoro-6-methoxyisoindoline-2-carboxylate BrCCCOC=1C(=C2CN(CC2=CC1OC)C(=O)OC(C)(C)C)F